C(C)C1=C(C(=CC(=C1)N)CC)N 2,6-diethyl-para-phenylenediamine